C(#C)C=1C=C(C=NC1)N1C(CCC1)=O 1-(5-ethynylpyridin-3-yl)pyrrolidin-2-one